P(=O)(OCC)(OCC)OCCl (diethyl) (chloromethyl) phosphate